O=C1NC(CCC1C1=NN(C2=C(C=CC=C12)NC(CN1[C@H](CN(C[C@H]1C)C(=O)OC(C)(C)C)C)=O)C)=O tert-butyl (3S,5R)-4-(2-((3-(2,6-dioxopiperidin-3-yl)-1-methyl-1H-indazol-7-yl)amino)-2-oxoethyl)-3,5-dimethylpiperazine-1-carboxylate